CC1[C@@](NCC1)(C(=O)N[C@@H](C)C1=CC=C(C=C1)C1=C(N=CS1)C)C(CC(C)C1=CC(=NO1)OC1CN(C1)CC1CCNCC1)=O (2S)-3-methyl-2-[3-[[1-(4-piperidylmethyl)azetidin-3-yl]oxyisoxazol-5-yl]butanoyl]-N-[(1S)-1-[4-(4-methylthiazol-5-yl)phenyl]ethyl]pyrrolidine-2-carboxamide